BrC=1C=C2C=C(C(OC2=C(C1)Br)=N)C(N)=S 6,8-dibromo-2-imino-2H-chromen-3-thioamide